N1=C(C=CC=C1)CNCC1=CC=C(C=C1)CN(C1CCCC=2C=CC=NC12)CCN(CC1=C(C=CC=C1)OC)CC1=C(C=CC=C1)OC N-(2-pyridylmethyl)-N'-[2-[bis-[(2-methoxy)phenylmethyl]amino]ethyl]-N'-(5,6,7,8-tetrahydro-8-quinolinyl)-1,4-xylylenediamine